5-bromo-3-isopropyl-imidazo[4,5-b]pyridine BrC1=CC=C2C(=N1)N(C=N2)C(C)C